4-[(3S)-3-amino-3-methylpyrrolidin-1-yl]-N-(4,4-difluorocyclohexyl)-5-(3,4,5-trifluorophenyl)pyridine-3-carboxamide N[C@@]1(CN(CC1)C1=C(C=NC=C1C1=CC(=C(C(=C1)F)F)F)C(=O)NC1CCC(CC1)(F)F)C